2,6-dichloro-4-(2,2-difluoroethoxy)pyridine ClC1=NC(=CC(=C1)OCC(F)F)Cl